FC1=C(C=CC=C1)COC1=C(C=C(C=C1)C1C2=C(NC(C1)=O)NN=C2C)OC 4-[4-[(2-Fluorophenyl)methoxy]-3-methoxyphenyl]-1,4,5,7-tetrahydro-3-methyl-6H-pyrazolo[3,4-b]pyridin-6-one